ClC1=C(C=CC=C1OC)C(=O)N1CC=2C(CC1)=C(N(N2)C)C2=CC=CC=C2 (2-chloro-3-methoxyphenyl)(2-methyl-3-phenyl-2,4,5,7-tetrahydro-6H-pyrazolo[3,4-c]pyridin-6-yl)methanone